(R)-1-(5-chloro-3-methyl-pyridin-2-yl)-4-(3,4-difluorobenzyl)-3-(oxetan-3-yl)piperazine-2,5-dione ClC=1C=C(C(=NC1)N1C([C@H](N(C(C1)=O)CC1=CC(=C(C=C1)F)F)C1COC1)=O)C